ClC1=C(OC=2C(=NC=NC2)N2CC3(CCN(C3)CC3=CC4=C(NC(N4)=O)C=C3)CC2)C=CC(=C1)Cl 5-((7-(5-(2,4-dichlorophenoxy)pyrimidin-4-yl)-2,7-diazaspiro[4.4]nonan-2-yl)methyl)-1H-benzo[d]imidazol-2(3H)-one